rac-tert-Butyl (2-(4-((2R,3S,4S)-1-acetyl-4-(((benzyloxy)carbonyl)amino)-2-cyclopropyl-3-methyl-1,2,3,4-tetrahydroquinolin-6-yl)-1H-pyrazol-1-yl)ethyl)(methyl)carbamate C(C)(=O)N1[C@@H]([C@H]([C@@H](C2=CC(=CC=C12)C=1C=NN(C1)CCN(C(OC(C)(C)C)=O)C)NC(=O)OCC1=CC=CC=C1)C)C1CC1 |r|